C1(=CC=CC=C1)C(C)C(C1=CC=CO1)O α-phenylethylfurfuryl alcohol